CC1=CN=C(N=N1)NC1CC(CC1)N N3-(6-methyl-1,2,4-triazin-3-yl)cyclopentane-1,3-diamine